C(C)OC1=C(C=C(C=C1)C1CCC2(CN(C2)C(=O)OC(C)(C)C)CC1)C(F)(F)F tert-Butyl 7-(4-ethoxy-3-(trifluoromethyl)phenyl)-2-azaspiro[3.5]nonane-2-carboxylate